Tert-butyl N-[4-[1-(2,6-dioxopiperidin-3-yl)-3-methyl-2-oxo-1,3-benzodiazol-4-yl]but-3-yn-1-yl]carbamate O=C1NC(CCC1N1C(N(C2=C1C=CC=C2C#CCCNC(OC(C)(C)C)=O)C)=O)=O